sodium acetate-HCl Cl.C(C)(=O)[O-].[Na+]